OC1=NC(=C2N=CN(C2=N1)C)N1C[C@H](N(C[C@@H]1COC)C(=O)OC(C)(C)C)C tert-butyl (2R,5R)-4-(2-hydroxy-9-methyl-9H-purin-6-yl)-5-(methoxymethyl)-2-methylpiperazine-1-carboxylate